NCC1=C(C=CC=C1)N1N=C(C=C1)C(=O)N1CCC(CC1)C(C)(C)O (1-(2-(aminomethyl)phenyl)-1H-pyrazol-3-yl)(4-(2-hydroxypropan-2-yl)piperidin-1-yl)methanone